C(#N)C[C@@H]1N(CCN(C1)C=1C2=C(N=C(N1)OC[C@H]1N(CCC1)C)C(=C(N=C2)C2=CC=CC1=CC=CC(=C21)C)OC)C(=O)OCC2=CC=CC=C2 benzyl (2S)-2-(cyanomethyl)-4-[8-methoxy-7-(8-methyl-1-naphthyl)-2-[[(2S)-1-methylpyrrolidin-2-yl]methoxy]pyrido[4,3-d]pyrimidin-4-yl]piperazine-1-carboxylate